C(CCCCCCCCCCCCC)(=O)OC[C@@H](OO)COP(=O)(O)OCCN 1-myristoyl-2-hydroxy-sn-glycero-3-phosphoethanolamine